COC=1C=C2C=CC(=C(C2=CC1)OC1=CC=C(OCC=O)C=C1)C1=CC=C(C=C1)S(=O)(=O)C 2-(4-((6-methoxy-2-(4-(methylsulfonyl)phenyl)naphthalene-1-yl)oxy)phenoxy)acetaldehyde